6-chloro-5-fluoro-2,7-naphthyridine-1,3(2H,4H)-dione ClC=1C(=C2CC(NC(C2=CN1)=O)=O)F